N=NN.[C] carbon triazene